ClC1=C(C(=C(C=C1)N1CCC2(CN(C2)C2=CC(=C(C(=O)NC3C(NC(CC3)=O)=O)C=C2F)OC)CC1)F)F 4-(7-(4-Chloro-2,3-difluorophenyl)-2,7-diazaspiro[3.5]nonan-2-yl)-N-(2,6-dioxopiperidin-3-yl)-5-fluoro-2-methoxybenzamide